BrC1=CC(=C(O[C@H](C(=O)NC#N)C)C=C1)C1=NOC=C1 (2S)-2-[4-bromo-2-(1,2-oxazol-3-yl)phenoxy]-N-cyanopropanamide